O=C1CC=2C(C3=CC=CC=C3SC2C=C1)=O 2-keto-thioxanthone